(R)-4-(((3-((2-((3S,4R)-3-fluoro-4-hydroxy-4-methylpiperidin-1-yl)pyrimidin-4-yl)amino)-5-isopropylisoquinolin-8-yl)oxy)methyl)-3-methyloxazolidin-2-one F[C@H]1CN(CC[C@@]1(C)O)C1=NC=CC(=N1)NC=1N=CC2=C(C=CC(=C2C1)C(C)C)OC[C@H]1N(C(OC1)=O)C